C(C)C=1C(NC=2N(C1)N=C(C2)CN2C[C@H]1N(C3=C(OC1)N=C(C=C3)C(=O)NC)CC2)=O (R)-3-((6-ethyl-5-oxo-4,5-dihydropyrazolo[1,5-a]pyrimidin-2-yl)methyl)-N-methyl-1,2,3,4,4a,5-hexahydropyrazino[1,2-d]pyrido[2,3-b][1,4]oxazine-8-carboxamide